ClC1=C(C(=CC(=C1)Cl)Cl)C=1C(=O)NC(C1)=O (2,4,6-trichlorophenyl)maleimide